FC1(CN(CCC1)CC1=CC2=C(C(N(CCO2)C[C@@H](CN2CC3=CC=CC=C3CC2)O)=O)C=C1)F 8-[(3,3-difluoro-1-piperidyl)methyl]-4-[(2R)-3-(3,4-dihydro-1H-isoquinolin-2-yl)-2-Hydroxy-propyl]-2,3-dihydro-1,4-benzoxazepine-5-one